C1(C(C=CC=C1)C)(C)S(=O)(=O)O.N=1C=C(N2C1C=CC=C2)C(=O)N imidazo[1,2-a]pyridine-3-carboxamide xylenesulfonate